4-((2-((2-(ethylamino)ethyl)amino)-4-fluorobenzyl)oxy)-1H-indazole-1-sulfonamide C(C)NCCNC1=C(COC2=C3C=NN(C3=CC=C2)S(=O)(=O)N)C=CC(=C1)F